1-((6-(trifluoromethyl)pyridin-3-yl)methyl)-5,6-dihydropyrazolo[c]pyrazol-4(1H)-one FC(C1=CC=C(C=N1)CN1N=CC2=C1NNC2=O)(F)F